N-(4-(6-fluoro-3,4-dihydro-isoquinoline-2(1H)-yl)-2,6-dimethylphenyl)pyridin-2-amine FC=1C=C2CCN(CC2=CC1)C1=CC(=C(C(=C1)C)NC1=NC=CC=C1)C